N-(3-(5-chloro-3-methylbenzo[b]thiophen-2-yl)-1H-pyrazol-5-yl)acetamide ClC1=CC2=C(SC(=C2C)C2=NNC(=C2)NC(C)=O)C=C1